(R)-2-chloro-4-(1-(4-methyl-4H-1,2,4-triazol-3-yl)propan-2-yl)pyridine ClC1=NC=CC(=C1)[C@@H](CC1=NN=CN1C)C